C(C)(C)(C)OC1=C(C=CC=C1)[Si](Cl)(Cl)Cl t-Butoxyphenyl-trichlorosilane